ClC=1C=C2C(=CC1)N(C(C21CCN(CC1)CCOC1=CC=C(C=C1)S(=O)(=O)C)=O)C1COC1 5-chloro-1'-[2-(4-methanesulfonylphenoxy)ethyl]-1-(oxetan-3-yl)-1,2-dihydrospiro[indole-3,4'-piperidin]-2-one